6-[(2,6-difluoro-4-pyridinyl)amino]-3-methoxy-N-[5-(trifluoromethyl)indan-1-yl]pyridine-2-carboxamide FC1=NC(=CC(=C1)NC1=CC=C(C(=N1)C(=O)NC1CCC2=CC(=CC=C12)C(F)(F)F)OC)F